6-Methyl-pyridine-2-carboxylic acid [3-(1H-imidazo[4,5-b]pyridin-2-yl)-adamantan-1-yl]-amide N1C(=NC2=NC=CC=C21)C21CC3(CC(CC(C2)C3)C1)NC(=O)C1=NC(=CC=C1)C